2-((2-((4-(4-((2-(2,6-dioxopiperidin-3-yl)-7-fluoro-1-oxoisoindoline-5-yl)methyl)piperazin-1-yl)-2-methoxyphenyl)amino)-5-(trifluoromethyl)pyridin-4-yl)amino)-N-methylbenzamide O=C1NC(CCC1N1C(C2=C(C=C(C=C2C1)CN1CCN(CC1)C1=CC(=C(C=C1)NC1=NC=C(C(=C1)NC1=C(C(=O)NC)C=CC=C1)C(F)(F)F)OC)F)=O)=O